3-((7-(5-chloro-1-(2-hydroxy-3-(piperazin-1-yl)propyl)-1H-indol-7-yl)thieno[3,2-b]pyridin-2-yl)methyl)-6,6-dimethyl-3-azabicyclo[3.1.0]hexane-2,4-dione ClC=1C=C2C=CN(C2=C(C1)C1=C2C(=NC=C1)C=C(S2)CN2C(C1C(C1C2=O)(C)C)=O)CC(CN2CCNCC2)O